ClC=1C=C2C(=NC1)C(=CO2)C=2C=C(C(=O)OC)C=CC2 methyl 3-(6-chlorofuro[3,2-b]pyridin-3-yl)benzoate